CC1=CC(=C(C=C1C=1C=NC(=NC1)N1CCOCC1)NC(=O)C1=CNC(C=C1C(F)(F)F)=O)N1C[C@H](N([C@H](C1)C)C)C |r| N-[4-methyl-5-(2-morpholin-4-ylpyrimidin-5-yl)-2-[rac-(3R,5S)-3,4,5-trimethylpiperazin-1-yl]phenyl]-6-oxo-4-(trifluoromethyl)-1H-pyridine-3-carboxamide